[K].C1CCC2=C(C=3CCCC3C=C12)NC(=O)NS(=O)(=O)C1CCN(CC1)C(C(C)C)=O N-((1,2,3,5,6,7-Hexahydro-s-indacen-4-yl)carbamoyl)-1-isobutyrylpiperidine-4-sulfonamide, Potassium Salt